4-amino-7-{[1-(2-fluorophenyl)-1H-1,2,3-triazol-4-yl]methyl}-5-[2-(trifluoromethyl)pyrimidin-5-yl]-7H-pyrrolo[2,3-d]pyrimidine-6-carbonitrile NC=1C2=C(N=CN1)N(C(=C2C=2C=NC(=NC2)C(F)(F)F)C#N)CC=2N=NN(C2)C2=C(C=CC=C2)F